CC(CN1C(N(C(C1)=O)C1CC2(CC(C2)OC2=NC=CC=C2C(=O)N)C1)=O)C 2-{[(αR)-6-[3-(2-methylpropyl)-2,5-dioxoimidazolidin-1-yl]spiro-[3.3]heptan-2-yl]-oxy}pyridine-3-carboxamide